C(C)O/C=C/C1=NC=CC(=N1)SC (E)-2-(2-ethoxyvinyl)-4-(methylthio)pyrimidine